COC(CN1C(C(=C(C2=CC=C(C=C12)C(F)(F)F)C)C(N(C)C1=CC(=CC=C1)F)=O)=O)=O 2-[3-[(3-Fluorophenyl)-methyl-carbamoyl]-4-methyl-2-oxo-7-(trifluoromethyl)-1H-quinolin-1-yl]-acetic acid methyl ester